COC(CN1CCN(CC1)CCOCCOCC(=O)O)=O (2-(2-(4-(2-Methoxy-2-oxoethyl)piperazin-1-yl)ethoxy)ethoxy)acetic acid